N1N=CC(=C1)C1=CC=C(C=C1)N1C(N(C2(C1)CCN(CC2)CC(F)F)CC2=CC(=CC(=C2)OC)F)=O 3-(4-(1H-pyrazol-4-yl)phenyl)-8-(2,2-difluoroethyl)-1-(3-fluoro-5-methoxybenzyl)-1,3,8-triazaspiro[4.5]decan-2-one